3-[2-acetamido-4-[(Z)-2-[(tert-butoxycarbonylamino)methyl]-3-fluoroallyloxy]phenyl]-2-methyl-prop-2-enoic acid ethyl ester C(C)OC(C(=CC1=C(C=C(C=C1)OC\C(=C/F)\CNC(=O)OC(C)(C)C)NC(C)=O)C)=O